4-[(3R)-3-[(2S)-2-{[(tert-butoxy)carbonyl]amino}-5-(2-nitro-1H-imidazol-1-yl)pentanamido]pyrrolidin-1-yl]butanoic acid C(C)(C)(C)OC(=O)N[C@H](C(=O)N[C@H]1CN(CC1)CCCC(=O)O)CCCN1C(=NC=C1)[N+](=O)[O-]